CCC(CCC)OC1=NN2C(C(=N1)N)=NC=C2 2-(hexan-3-yloxy)imidazo[2,1-f][1,2,4]triazine-4-amine